3-methacrylamidopropyl-bis(trimethylsiloxy)methylsilane C(C(=C)C)(=O)NCCC[SiH2]C(O[Si](C)(C)C)O[Si](C)(C)C